C(CCCCCCCCCCCC)(=O)N[C@@H](CC1=CC=CC=C1)C(=O)O N-n-tridecanoyl-phenylalanine